C(C)(C)(C)OC(=O)N1C[C@H](CC1)NC1=C2C=C(C=NC2=CC=C1)F (S)-3-((3-fluoroquinolin-5-yl)amino)pyrrolidine-1-carboxylic acid tert-butyl ester